N1(CCCC1)C=1SC(=CN1)S(=O)(=O)C1=CC=C(C=C1)CNC(=O)C=1C=CC=2N(C1)C=CN2 N-({4-[2-(pyrrolidin-1-yl)-1,3-thiazole-5-sulfonyl]phenyl}methyl)imidazo[1,2-a]pyridine-6-carboxamide